C=CCCCCCC alpha-Octen